C(C)(=O)OCC1=CC=C(C=O)O1 5-acetoxymethyl-furfural